carbobenzoxy-isoleucine C(=O)(OCC1=CC=CC=C1)N[C@@H]([C@@H](C)CC)C(=O)O